dodecyl 2-dimethylaminopropionate CN(C(C(=O)OCCCCCCCCCCCC)C)C